C[C@@H]1CN(C[C@@H](C1)NCC1=NC=C(C=C1)N1CCN(CC1)C)C=1C=CC(=C2N=CSC21)C#N 7-[(3S,5R)-3-methyl-5-[[5-(4-methylpiperazin-1-yl)-2-pyridinyl]methylamino]-1-piperidinyl]-1,3-benzothiazole-4-carbonitrile